NC1=CC=CC(=N1)N1CC(C1)(O)C 1-(6-aminopyridin-2-yl)-3-methylazetidin-3-ol